S1C(=NC2=C1C=CC=C2)SCCCC(C(=O)OC)(C)C methyl 5-(benzo[d]thiazol-2-ylsulfanyl)-2,2-dimethylvalerate